5-bromo-2-fluoro-pyrimidine BrC=1C=NC(=NC1)F